FC1=C(N=C(C2=C1N=C(N=C2N2C[C@@](CCC2)(O)C)OC[C@@H]2N(CCC2)C)C#CC)C2=CC(=CC1=CC=C(C=C21)F)O (R)-1-(8-fluoro-7-(7-fluoro-3-hydroxynaphthalen-1-yl)-2-(((R)-1-methylpyrrolidin-2-yl)methoxy)-5-(propynyl)pyrido[4,3-d]pyrimidin-4-yl)-3-methylpiperidin-3-ol